C=O.FC1(C(C1)CN1C[C@@H](CCC1)NC(CN1N=C(N2C(C1=O)=CC1=C2SC=C1)C(C)C)=O)F N-((3R)-1-((2,2-difluorocyclopropyl)methyl)piperidin-3-yl)-2-(8-isopropyl-5-oxothieno[3',2':4,5]pyrrolo[1,2-d][1,2,4]triazin-6(5H)-yl)acetamide compound with formaldehyde